Dimethyl-oxo-[[2-[[4-[4-(4-pyridyl)-1H-pyrazol-3-yl]phenoxy]methyl]-4-quinolyl]imino]-λ6-sulfane CS(=NC1=CC(=NC2=CC=CC=C12)COC1=CC=C(C=C1)C1=NNC=C1C1=CC=NC=C1)(=O)C